Cl.N[C@H](CO)C1CC1 (2S)-2-amino-2-cyclopropylethan-1-ol hydrochloride